3-hydroxy-N-methyl-2-pyridinone OC=1C(N(C=CC1)C)=O